N-(2-ethylhexyl)bicyclo[2.2.1]hept-5-ene-2,3-dicarboximide CCCCC(CC)CN1C(=O)[C@H]2[C@@H]3C[C@H]([C@H]2C1=O)C=C3